(S)-6-chloro-2-((6-(6,6-difluorospiro[3.3]heptan-2-yl)-5-oxo-6,7-dihydro-5H-pyrrolo[3,4-d]pyrimidin-2-yl)amino)-2,3-dihydro-1H-indene-4-carbonitrile ClC=1C=C(C=2C[C@H](CC2C1)NC=1N=CC2=C(N1)CN(C2=O)C2CC1(C2)CC(C1)(F)F)C#N